N1(CCCCCC1)C=1N=C(C2=C(C=NNC2=O)N1)NC1=CC=C(C=C1)CN1CCN(CC1)C(C(C)(C)O)=O 2-(azepan-1-yl)-4-((4-((4-(2-hydroxy-2-methylpropanoyl)piperazin-1-yl)methyl)phenyl)amino)pyrimido[4,5-d]pyridazin-5(6H)-one